tert-butyl 4-((4-bromo-5-methyl-2-nitrophenyl)amino)piperidine-1-carboxylate BrC1=CC(=C(C=C1C)NC1CCN(CC1)C(=O)OC(C)(C)C)[N+](=O)[O-]